2-(4-hydroxyphenyl)propane OC1=CC=C(C=C1)C(C)C